N[C@@H](CN1C(C[C@H](C1)C1=C(C(=CC=C1O)Cl)Cl)=O)CO (4S)-1-[(2S)-2-amino-3-hydroxypropyl]-4-(2,3-dichloro-6-hydroxyphenyl)pyrrolidin-2-one